CC1=CC=CC=2N1N=C(C2)[C@H]2N(CCC1=C2N=CN1)C(=O)C=1OC(=NN1)C=1C=NC=CC1 (S)-(4-(7-methylpyrazolo[1,5-a]pyridin-2-yl)-6,7-dihydro-1H-imidazo[4,5-c]pyridin-5(4H)-yl)(5-(pyridin-3-yl)-1,3,4-oxadiazol-2-yl)methanone